(S)-3-(3-chloro-4-fluorophenyl)-1-cyclopropyl-1-((1-oxo-1,2-dihydroisoquinolin-4-yl)methyl)-urea ClC=1C=C(C=CC1F)NC(N(CC1=CNC(C2=CC=CC=C12)=O)C1CC1)=O